CC(C(=O)O)(C)C 2,2-Dimethylpropanic acid